[Cl-].C(C=C)N1CN(C=C1)C 1-allyl-3-methylimidazole chloride salt